C1([C@H](O)[C@H](O)[C@H](O)CO1)=O D-ribono-1,5-lactone